[1-[(5-chloro-3-pyridyl)-[(1R,2R)-2-[[(4S)-2,2-dimethylchroman-4-yl]carbamoyl]cyclopropyl]methyl]-4,4-dimethyl-6-oxo-hexahydropyrimidin-2-ylidene]ammonium ClC=1C=C(C=NC1)C(N1C(NC(CC1=O)(C)C)=[NH2+])[C@H]1[C@@H](C1)C(N[C@H]1CC(OC2=CC=CC=C12)(C)C)=O